(3S)-3-({2-[3-(trifluoromethoxy)phenyl][1,2,4]triazolo[1,5-c]quinazolin-5-yl}amino)azepin-2-one FC(OC=1C=C(C=CC1)C1=NN2C(=NC=3C=CC=CC3C2=N1)NC=1C(N=CC=CC1)=O)(F)F